CC(CCC(C)C)C1(CC=C(C=C1)N)N 4-(1,4-dimethylpentyl)-p-phenylenediamine